C(C)(C)(C)OC(=O)N1C[C@](CCC1)(C)[C@@H](C=1OC(=C(C1)C)C1=C(C=C(C=C1)C(F)(F)F)OC)O (R)-3-((S)-hydroxy(5-(2-methoxy-4-(trifluoromethyl)phenyl)-4-methylfuran-2-yl)methyl)-3-methylpiperidine-1-carboxylic acid tert-butyl ester